C(C)(C)(C)OC(=O)N[C@H]([C@@H](C)OC=1C=C(C=CC1)CCCCCC(=O)O)CCC(N)=O 6-(3-[[(2R,3S)-3-[(tert-butoxycarbonyl)-amino]-5-carbamoylpentan-2-yl]oxy]phenyl)-hexanoic acid